ClC1=CC=CC2=C1S(CC1=C2N(N=C1C(=O)N1CCOC2(CC2)C1)C1=CC=C(C=C1)CN1CCOCC1)(=O)=O (6-chloro-1-(4-(morpholinomethyl)phenyl)-5,5-dioxido-1,4-dihydrothiochromeno[4,3-c]pyrazol-3-yl)(4-oxa-7-azaspiro[2.5]octan-7-yl)methanone